N1=CNC(C2=C1C=CS2)=O C4-thienopyrimidinone